FC(OC1=NC=C(C(=C1)C1=NC(=CC=C1C#N)N1C=NC2=C1C=C(C(=C2)OC2COC2)NC=2N=NC(=CC2)C)C)F 2-[2-(difluoromethoxy)-5-methyl-4-pyridyl]-6-[6-[(6-methylpyridazin-3-yl)amino]-5-(oxetan-3-yloxy)benzimidazol-1-yl]pyridine-3-carbonitrile